O=C1C(COC2=CC=CC=C12)CCC#N 3-(4-oxochroman-3-yl)propanenitrile